5-amino-3-bromo-1-(3,3-difluorocyclobutyl)-1H-pyrazole-4-carbonitrile NC1=C(C(=NN1C1CC(C1)(F)F)Br)C#N